3-cyclopropyl-1-((3,3-difluoro-1-methylcyclobutyl)methyl)-N-(6-(S-methylsulfonimidoyl)pyridazin-4-yl)-4-(trifluoromethyl)-1H-pyrazole-5-carboxamide C1(CC1)C1=NN(C(=C1C(F)(F)F)C(=O)NC1=CN=NC(=C1)S(=O)(=N)C)CC1(CC(C1)(F)F)C